tert-butyl (4-(4-amino-3-(3-((4,5-dihydrothiazol-2-yl)carbamoyl)phenyl)-1H-pyrazolo[3,4-d]pyrimidin-1-yl)butyl)carbamate NC1=C2C(=NC=N1)N(N=C2C2=CC(=CC=C2)C(NC=2SCCN2)=O)CCCCNC(OC(C)(C)C)=O